N-[5-[2-methyl-4-[(3S)-1-methylpyrrolidin-3-yl]oxy-pyrazol-3-yl]pyrazolo[1,5-a]pyridin-2-yl]-7,8-dihydro-5H-pyrano[4,3-b]pyridin-2-amine CN1N=CC(=C1C1=CC=2N(C=C1)N=C(C2)NC2=CC=C1C(=N2)CCOC1)O[C@@H]1CN(CC1)C